(3Z,6Z,9Z)-1-Bromopentadeca-3,6,9-triene BrCC\C=C/C\C=C/C\C=C/CCCCC